(S)-2-(6-(3-((tert-butyldimethylsilyl)oxy)pyrrolidin-1-yl)-2-fluoropyridin-3-yl)-5-(pyridin-3-yl)-6,7-dihydrothiazolo[5,4-c]pyridin-4(5H)-one [Si](C)(C)(C(C)(C)C)O[C@@H]1CN(CC1)C1=CC=C(C(=N1)F)C=1SC=2C(N(CCC2N1)C=1C=NC=CC1)=O